(E)-1-(2-(4-ethynylphenyl)hydrazino)propan-2-one C(#C)C1=CC=C(C=C1)NNCC(C)=O